5-methylhexane-1,2,3-triol CC(CC(C(CO)O)O)C